C(=O)(OC(C)(C)C)N1C[C@H]([C@@H](CC1)O)F trans-1-boc-3-fluoro-4-hydroxypiperidine